6-oxo-1-((2-(trimethylsilyl)ethoxy)methyl)-1,6-dihydropyridazine-3-carboxylic acid methyl ester COC(=O)C1=NN(C(C=C1)=O)COCC[Si](C)(C)C